4-(trifluoromethyl)phenol-Hydrochlorid Cl.FC(C1=CC=C(C=C1)O)(F)F